FC(C)(F)C=1C=NC2=CC=C(C=C2N1)C(C)N1C[C@@H](N(C[C@H]1C)C=1C=2C(N(C(C1)=O)C)=CN(N2)CC#N)C (7-((2S,5R)-4-(1-(3-(1,1-difluoroethyl)quinoxalin-6-yl)ethyl)-2,5-dimethylpiperazin-1-yl)-4-methyl-5-oxo-4,5-dihydro-2H-pyrazolo[4,3-b]pyridin-2-yl)acetonitrile